ClC=1C=C(C=CC1F)N1N=CC(=C1)C=1C=C(C=C(C1)F)CN (3-(1-(3-Chloro-4-fluorophenyl)-1H-pyrazol-4-yl)-5-fluorophenyl)methanamine